2-(2,4-dichlorophenyl)ethan-1-amine ClC1=C(C=CC(=C1)Cl)CCN